(2R)-2-(ISOPROPYLAMINO)PROPANOIC ACID C(C)(C)N[C@@H](C(=O)O)C